glucosamine potassium salt [K].OC1[C@H](N)[C@@H](O)[C@H](O)[C@H](O1)CO